COC(CC(C)(C)SCCC(=O)OC)=O 3-[(3-methoxy-3-oxopropyl)thio]-3-methylbutanoic acid methyl ester